CN1N=CC=C1C(=O)N[C@H](C(=O)NC1=CC=C(C=C1)C1=CNC(C=C1C)=O)C(C1=CC=CC=C1)C1=CC=CC=C1 (S)-1-methyl-N-(1-((4-(4-methyl-6-oxo-1,6-dihydropyridin-3-yl)phenyl)amino)-1-oxo-3,3-diphenylpropan-2-yl)-1H-pyrazole-5-carboxamide